N-oleyloleic acid amide C(CCCCCCC\C=C/CCCCCCCC)NC(CCCCCCC\C=C/CCCCCCCC)=O